CC1(OC[C@@H](O1)[C@@H]2[C@@H]([C@@H]3[C@H](O2)OC(O3)(C)C)O)C 1,2,5,6-di-O-isopropylidene-α-D-glucofuranose